FC=1C=C2NC(C=3N(C2=C(C1C1=C2C=CN(C2=CC=C1)C)C)C(=NN3)C)(C)C 7-fluoro-1,4,4,9-tetramethyl-8-(1-methyl-1H-indol-4-yl)-5H-[1,2,4]triazolo[4,3-a]quinoxaline